pyrazine-2-thioamide N1=C(C=NC=C1)C(N)=S